C[C@@H]1C[C@H]2[C@@H](C[C@H]3[C@H](O2)[C@H]([C@@H]([C@H]4[C@H](O3)[C@H]([C@@H]([C@]5(O4)C[C@@H](CO5)O)C)C)O)C)O[C@H]6C[C@@H]7[C@](COC(O7)CC(=O)O)(O[C@@H]6C1)C The molecule is a polycyclic ether comprising a linear sequence of sequence of six trans-fused oxacycles and one spiro-fused tetrahydrofuran ring. It has a role as a hapten. It is a polycyclic ether and a cyclic acetal.